ClC=1C(=NC(=NC1)NC=1C(=CC(=C(OCCOCCOCCOCCOCCNC(OCC2=CC=CC=C2)=O)C1)OC)C)NC1=C(C=C(C=C1)OC)NS(=O)(=O)C Benzyl N-[2-[2-[2-[2-[2-[5-[[5-chloro-4-[2-(methanesulfonamido)-4-methoxy-anilino] pyrimidin-2-yl]amino]-2-methoxy-4-methyl-phenoxy]ethoxy]ethoxy]ethoxy]ethoxy]ethyl]carbamate